C(C1=CC=CC=C1)C1OC(C(C(O1)O)CCCC)CCCCC (+-)-2-benzyl-5-butyl-6-pentyl-1,3-dioxan-4-ol